BrC=1C(=NC(=CC1)C=1C=NN(C1COC1OCCCC1)C)CC 3-bromo-2-ethyl-6-(1-methyl-5-(((tetrahydro-2H-pyran-2-yl)oxy)methyl)-1H-pyrazol-4-yl)pyridine